3-(3-(1H-Pyrazolo[3,4-b]pyridin-5-yl)pyridin-2-yl)phenol N1N=CC=2C1=NC=C(C2)C=2C(=NC=CC2)C=2C=C(C=CC2)O